FC1=CC=C(CCC=2C=C3C(=NC=NC3=CC2)N2CC3(C2)CCNCC3)C=C1 2-(6-(4-fluorophenethyl)quinazolin-4-yl)-2,7-diazaspiro[3.5]nonan